2-formyl-3-tetrahydropyranyloxypyridin-4-one C(=O)C1=NC=CC(C1OC1OCCCC1)=O